C12CC(CC(CC1)N2)OCC=2C(=NOC2C2CC2)C2=C(C=CC=C2Cl)Cl 4-(((8-azabicyclo[3.2.1]oct-3-yl)oxy)methyl)-5-cyclopropyl-3-(2,6-dichlorophenyl)isoxazole